(S or R)-N-(1-(1-(2-(azetidin-1-yl)pyrimidin-5-yl)ethyl-1-d)-1H-pyrazol-4-yl)-6-(3-chloro-6-(difluoromethyl)-2-fluorophenyl)pyrazine-2-carboxamide N1(CCC1)C1=NC=C(C=N1)[C@@](C)([2H])N1N=CC(=C1)NC(=O)C1=NC(=CN=C1)C1=C(C(=CC=C1C(F)F)Cl)F |o1:10|